tetra-carboxyl-porphyrin C(=O)(O)C1=C2C=CC(C(=C3C=CC(=C(C=4C=CC(=C(C5=CC=C1N5)C(=O)O)N4)C(=O)O)N3)C(=O)O)=N2